CC1=NC=C(C#N)C=C1CS(=O)(=O)C 6-methyl-5-((methylsulfonyl)methyl)nicotinonitrile